NC1=NC2=C(C=CC(=C2C=N1)N1C[C@H](N[C@H](C1)C)C)C(=O)NC=1C=C(C=2N(C1)C=C(N2)C)F 2-amino-5-[(3R,5S)-3,5-dimethylpiperazin-1-yl]-N-(8-fluoro-2-methyl-imidazo[1,2-a]pyridin-6-yl)quinazoline-8-carboxamide